(R)-6-(1-((1-acetylpiperidin-3-yl)methyl)-5-methyl-1H-pyrazol-4-yl)-4-((2-cyanophenyl)thio)pyrazolo[1,5-a]pyridine-3-carbonitrile C(C)(=O)N1C[C@@H](CCC1)CN1N=CC(=C1C)C=1C=C(C=2N(C1)N=CC2C#N)SC2=C(C=CC=C2)C#N